1-N'-(4-fluorophenyl)-1-N-[4-(7-pyridin-2-ylquinolin-4-yl)oxyphenyl]Cyclopropane-1,1-dicarboxamide hydrochloride Cl.FC1=CC=C(C=C1)NC(=O)C1(CC1)C(=O)NC1=CC=C(C=C1)OC1=CC=NC2=CC(=CC=C12)C1=NC=CC=C1